N[N+]1=C(C(=NC(=C1)Br)OCC)N 1,2-diamino-5-bromo-3-ethoxypyrazin-1-ium